1,3,4-thiadiazol-2-yl(thio)phosphoric triamide S1C(=NN=C1)SNP(N)(N)=O